ClC=1C=C(C=CC1)S(=O)(=O)[O-] meta-chlorobenzenesulfonate